Cl.N[C@@H](C(=O)N[C@@H](C(=O)OC)CC(C)C)CC1=CC=CC=C1 methyl (2R)-2-[[(2R)-2-amino-3-phenylpropionyl] amino]-4-methylpentanoate hydrochloride